(2R,4aS,6aS,12bR,14aS,14bR)-1,2,3,4,4a,5,6,6a,11,12b,13,14,14a,14b-tetradecahydro-10-hydroxy-2,4a,6a,9,12b,14a-hexamethyl-11-oxo-2-picenecarboxylic acid OC1=C(C2=CC=C3[C@]4(CC[C@]5(CC[C@](C[C@H]5[C@@]4(CC[C@]3(C2=CC1=O)C)C)(C(=O)O)C)C)C)C